Siloxane-Diacetylene [SiH2](OC#C)C#C